(1,4-diazabicyclo[3.2.2]nonan-4-yl)(3-(5-chloropyridin-2-yl)-6,7-dihydropyrano[4,3-c]pyrazol-1(4H)-yl)meth-anone N12CCN(C(CC1)CC2)C(=O)N2N=C(C1=C2CCOC1)C1=NC=C(C=C1)Cl